9-(2,6-dimethyl-4-prop-1-ynyl-phenyl)-8-methoxy-10-oxo-3-azaspiro[5.5]undec-8-ene-3-carboxylic acid tert-butyl ester C(C)(C)(C)OC(=O)N1CCC2(CC1)CC(=C(C(C2)=O)C2=C(C=C(C=C2C)C#CC)C)OC